2,3,4,6-tetra-O-acetyl-(1S)-1,5-anhydro-1-[3-[[5-(4-fluorophenyl)-2-thienyl]methyl]-4-tolyl]-D-glucitol C(C)(=O)O[C@H]1[C@@H](O[C@@H]([C@H]([C@@H]1OC(C)=O)OC(C)=O)COC(C)=O)C1=C(C=C(C=C1)C)CC=1SC(=CC1)C1=CC=C(C=C1)F